C(CC)O[Mg] propyloxymagnesium